ClC1=CC=C(C=N1)C1(CC1)C=O 1-(6-chloropyridin-3-yl)cyclopropane-1-carbaldehyde